ethyl 4-(5-bromo-6-(methoxymethoxy) benzo[b]thiophen-2-yl)-4-oxobutanoate BrC1=CC2=C(SC(=C2)C(CCC(=O)OCC)=O)C=C1OCOC